tert-butyl (2-(aminooxy)ethyl)(methyl)carbamate NOCCN(C(OC(C)(C)C)=O)C